tert-butyl 3-(3-{bis[(tert-butoxy)carbonyl] amino}-2-chloro-5-cyanophenyl)-3,6-diazabicyclo[3.1.1]heptane-6-carboxylate C(C)(C)(C)OC(=O)N(C=1C(=C(C=C(C1)C#N)N1CC2N(C(C1)C2)C(=O)OC(C)(C)C)Cl)C(=O)OC(C)(C)C